dimethyl-t-butyl-iodosilane methyl-2-((4-(7-(((2S,5R)-5-(ethylsulfonamido)tetrahydro-2H-pyran-2-yl)methyl)-2,7-diazaspiro[3.5]nonan-2-yl)pyrimidin-5-yl)oxy)-5-fluorobenzoate COC(C1=C(C=CC(=C1)F)OC=1C(=NC=NC1)N1CC2(C1)CCN(CC2)C[C@H]2OC[C@@H](CC2)NS(=O)(=O)CC)=O.C[Si](I)(C(C)(C)C)C